(1,1-dimethylsilepan-4-yl)-4,6-bis(trifluoromethyl)-1H-indole-2-carboxamide C[Si]1(CCC(CCC1)N1C(=CC2=C(C=C(C=C12)C(F)(F)F)C(F)(F)F)C(=O)N)C